[B].S1C=CC=C1.S1C=CC=C1.S1C=CC=C1 trithiophene boron